(1-methylcyclobutyl)-2-(pyridin-4-yl)-1,7-naphthyridin-4-amine CC1(CCC1)C=1C(=NC2=CN=CC=C2C1N)C1=CC=NC=C1